Cl.N1CC(C1)C(=O)C1=NC=CC=C1 2-(azetidine-3-carbonyl)pyridine hydrochloride